C(=C)(C)C1CCC(CC1)=C (5S)-5-isopropenyl-2-methylenecyclohexan